C1=C2C(=C(C(=C1[N+](=O)[O-])[N+](=O)[O-])[N+](=O)[O-])C(=O)OC2=O Trinitrophthalic anhydride